C(C1=CC=CC=C1)OC1=CC=C(C=C1)CCl (benzyloxy)-4-(chloromethyl)benzene